C(C)N(C1=CC=C(C=C1)C(CCCCC)([Li])C1=CC(=CC=C1)C(CCCCC)(C1=CC=C(C=C1)N(CC)CC)[Li])CC 1,3-bis(1-(4-(diethylamino)phenyl)1-lithiohexyl)-benzene